N1CC(C1)OC=1C=CC(=C(C(=O)N[C@H](C)C2=C3C=CN(C3=CC=C2)CC2CCC2)C1)C (R)-5-(azetidin-3-yloxy)-N-(1-(1-(cyclobutylmethyl)-1H-indol-4-yl)ethyl)-2-methylbenzamide